OC=1C(=C(C=CC1)O)C1=CC=CC=C1 hydroxyl-phenylphenol